(S)-1-(2-chloroacetyl)-7-(2,4-difluorobenzyl)-2-methyl-2,3-dihydro-1H-pyrido[2,3-b][1,4]oxazine-6-carboxamide ClCC(=O)N1C2=C(OC[C@@H]1C)N=C(C(=C2)CC2=C(C=C(C=C2)F)F)C(=O)N